SCCOCCS bis-(2-mercaptoethyl) ether